C1(CCC1)CC1=CC=C2C(=N1)NC=C2C2=CC1=C(C(NCCO1)=O)C=C2 8-(6-(cyclobutylmethyl)-1H-pyrrolo[2,3-b]pyridin-3-yl)-3,4-dihydrobenzo[f][1,4]oxazepin-5(2H)-one